3-chloro-5-(4,4-difluoroazepan-1-yl)-N-(3-(methylsulfinyl)phenyl)-2-(trifluoromethyl)isonicotinamide ClC1=C(C(=O)NC2=CC(=CC=C2)S(=O)C)C(=CN=C1C(F)(F)F)N1CCC(CCC1)(F)F